N[C@H]1[C@@H](CN(CC1)C=1N=C(C2=C(N1)NC=C2Br)C#N)F 2-((3R,4R)-4-amino-3-fluoropiperidin-1-yl)-5-bromo-7H-pyrrolo[2,3-d]pyrimidine-4-carbonitrile